4-amino-7-chloro-N-(2-propanyl)-N-((5-(trifluoromethyl)-2-pyridinyl)methyl)-1,3-dihydrofuro[3,4-c]quinoline-8-carboxamide NC1=NC=2C=C(C(=CC2C2=C1COC2)C(=O)N(CC2=NC=C(C=C2)C(F)(F)F)C(C)C)Cl